(R)-2-(4-fluorophenyl)-5-(4-(4-fluoropyrazolo[1,5-a]pyridin-2-yl)-1,4,6,7-tetrahydro-5H-imidazo[4,5-c]pyridin-5-yl)-1,3,4-oxadiazole FC1=CC=C(C=C1)C=1OC(=NN1)N1[C@H](C2=C(CC1)NC=N2)C2=NN1C(C(=CC=C1)F)=C2